C(C)(C)(C)[Si](OCCOC1=C(C=CC(=C1F)F)[C@H]1[C@@H](O[C@]([C@H]1C)(C(F)(F)F)C)C(=O)O)(C)C (2r,3s,4s,5r)-3-[2-[2-[tert-butyl-(dimethyl)silyl]oxyethoxy]-3,4-difluoro-phenyl]-4,5-dimethyl-5-(trifluoromethyl)tetrahydrofuran-2-carboxylic acid